5-(8-((1R,2R)-2-(4-chloro-3-fluorophenyl)cyclopropyl)imidazo[1,2-b]pyridazin-6-yl)pyrimidine-2,4(1H,3H)-dione ClC1=C(C=C(C=C1)[C@H]1[C@@H](C1)C=1C=2N(N=C(C1)C=1C(NC(NC1)=O)=O)C=CN2)F